((3-(3-bromophenyl)oxetan-3-yl)methyl)-4-methyl-4H-1,2,4-triazole BrC=1C=C(C=CC1)C1(COC1)CC1=NN=CN1C